FC=1C=C(OCCN(C)C)C=C(C1)[N+](=O)[O-] 2-(3-fluoro-5-nitrophenoxy)-N,N-dimethylethylamine